[NH4+].P(=O)(OCCN(CC=1C=NC=CC1)C(CCC1=CC(=CC=C1)OCCCCCCCCCC)=O)(O)O 2-[{3-[3-(Decyloxy)phenyl]propanoyl}(pyridin-3-yl methyl)amino]ethyl dihydrogen phosphate ammonium salt